FC1=CC=C(C=C1)C1=CC(=C(C=N1)C1CN(C1)C(=O)OC(C)(C)C)C1=NN(C=C1)C tert-butyl 3-(6-(4-fluorophenyl)-4-(1-methyl-1H-pyrazol-3-yl)pyridin-3-yl)azetidine-1-carboxylate